(S*)-2-Chloro-N-((4-methyl-6-(8-methyl-3-(trifluoromethyl)-5,6-dihydro-[1,2,4]triazolo[4,3-a]pyrazin-7(8H)-yl)pyridin-3-yl)methyl)-1H-pyrrolo[2,3-b]pyridin-4-amine ClC1=CC2=C(N=CC=C2NCC=2C=NC(=CC2C)N2[C@H](C=3N(CC2)C(=NN3)C(F)(F)F)C)N1 |o1:19|